3-(2-methoxy-phenyl)-propanal COC1=C(C=CC=C1)CCC=O